(4-methoxyphenyl)quinazoline COC1=CC=C(C=C1)C1=NC2=CC=CC=C2C=N1